N-[4-(6,6-dimethylcyclohexen-1-yl)-6-phenoxy-pyrimidin-2-yl]benzenesulfonamide CC1(CCCC=C1C1=NC(=NC(=C1)OC1=CC=CC=C1)NS(=O)(=O)C1=CC=CC=C1)C